(6-amino-3-pyridyl)-(1,1-dioxo-1,4-thiazinan) NC1=CC=C(C=N1)C1S(CCNC1)(=O)=O